trans-N-phenyl-4-{[(7-trifluoromethyl-quinoline-4-yl)amino]Methyl}cyclohexane-1-carboxamide C1(=CC=CC=C1)NC(=O)[C@@H]1CC[C@H](CC1)CNC1=CC=NC2=CC(=CC=C12)C(F)(F)F